NC1=NC=CC(=C1OC)CC=1C(OC2=CC(=CC=C2C1C)OC1=NC=CC=C1F)=O 3-[(2-amino-3-methoxy-4-pyridyl)methyl]-7-[(3-fluoro-2-pyridyl)oxy]-4-methyl-chromen-2-one